tert-Butyl N-[2-[[3-(2-chloro-6-methyl-4-pyridyl)-2-(3-cyanophenyl)pyrazolo[1,5-a]pyrimidin-5-yl]carbamoylamino]-1,1-dimethyl-ethyl]carbamate ClC1=NC(=CC(=C1)C=1C(=NN2C1N=C(C=C2)NC(=O)NCC(C)(C)NC(OC(C)(C)C)=O)C2=CC(=CC=C2)C#N)C